N1CCC(CC1)CCN(CCCCCCC(C(=O)O)(CCCCCCCC)CCCCCC)CCCCCCC(C(=O)O)(CCCCCCCC)CCCCCC.C(CCCCC)C(C(=O)OCCCCCCN(CCCCCCOC(C(CCCCCCCC)CCCCCC)=O)CCC1CCNCC1)CCCCCCCC ((2-(piperidin-4-yl)ethyl)azanediyl)bis(hexane-6,1-diyl) bis(2-hexyldecanoate)-[((2-(piperidin-4-yl)ethyl)azanediyl)bis(hexane-6,1-diyl) bis(2-hexyldecanoate)]